5-(2,6-dimethylphenoxy)-1-methyl-4-[6-methyl-2-(2-methylpyridin-4-yl)-7-oxo-1H-pyrrolo[2,3-c]pyridin-4-yl]pyridin-2-one hydrochloride Cl.CC1=C(OC=2C(=CC(N(C2)C)=O)C=2C3=C(C(N(C2)C)=O)NC(=C3)C3=CC(=NC=C3)C)C(=CC=C1)C